N-(3-chlorobenzyl)-6-(3,5-dimethylisoxazol-4-yl)-2-(1-(2-morpholinoethyl)-1H-pyrazol-4-yl)quinazolin-4-amine ClC=1C=C(CNC2=NC(=NC3=CC=C(C=C23)C=2C(=NOC2C)C)C=2C=NN(C2)CCN2CCOCC2)C=CC1